(1s,3s)-5'-Chloro-1'-(4-methoxybenzyl)-3-methyl-1',2'-dihydrospiro[cyclobutane-1,3'-pyrrolo[2,3-b]pyridin]-3-ol ClC=1C=C2C(=NC1)N(CC21CC(C1)(O)C)CC1=CC=C(C=C1)OC